SCCC(=O)O.SCCC(=O)O.SCCC(=O)O.C(O)C(CC)(CO)CO trimethylolpropane tris-(3-mercaptopropionate)